C(C)(C)OC1=CC(=CC=2OCC[C@@H]3N(C(C21)=O)C[C@H](C3)OC3=NC=C2CCC(NC2=C3)=O)C (7aS,9S)-1-Isopropoxy-3-methyl-9-((2-oxo-1,2,3,4-tetrahydro-1,6-naphthyridin-7-yl)oxy)-6,7,7a,8,9,10-hexahydro-12H-benzo[b]pyrrolo[1,2-e][1,5]oxazocin-12-one